BrC=1C=NC(=NC1)N1[C@H]2CN[C@@H](C1)C2 (1R,4R)-2-(5-bromopyrimidin-2-yl)-2,5-diazabicyclo[2.2.1]heptane